CC1=NC(=CC(=C1)C#C[Si](C)(C)C)C 2,6-dimethyl-4-((trimethylsilyl)ethynyl)pyridine